BrC=1OC(=CN1)C(=O)OC methyl 2-bromo-1,3-oxazole-5-carboxylate